BrC=1C(=C(OC2CCC(CC2)C[C@H](CN2CCN(CC2)C=2C=CC=C3C(=NN(C23)C)C2C(NC(CC2)=O)=O)C)C=CC1)C(F)(F)F 3-(7-(4-((R)-3-((1r,4R)-4-(3-bromo-2-(trifluoromethyl)phenoxy)cyclohexyl)-2-methylpropyl)piperazin-1-yl)-1-methyl-1H-indazol-3-yl)piperidine-2,6-dione